C(C)(C)(C)OC(=O)N(CCCCC=1N=C2N(C(=CC=C2S(=O)(=O)N2[C@@H](CCC2)C(=O)OC(C)(C)C)C)C1)C1CCC(CC1)(F)F tert-Butyl ((2-(4-((tert-butoxycarbonyl)(4,4-difluorocyclohexyl)amino)butyl)-5-methylimidazo[1,2-a]pyridin-8-yl)sulfonyl)-L-prolinate